C(C)(=O)C1=NN(C2=CC=C(C=C12)C=1C=NC(=NC1)C)CC(=O)N1[C@@H]2C[C@@]2(C[C@H]1C(=O)N[C@H](C)[C@@H]1C(C1)(Cl)Cl)C (1R,3S,5R)-2-(2-(3-acetyl-5-(2-methylpyrimidin-5-yl)-1H-indazol-1-yl)acetyl)-N-((R)-1-((R)-2,2-dichlorocyclopropyl)ethyl)-5-methyl-2-azabicyclo[3.1.0]hexane-3-carboxamide